NN1C(CCC1)=O C-azamethylpyrrolidone